3-(cyclopropylmethoxy)-N-(3,5-dichloropyridin-4-yl)-4-(difluoro-methoxy)-N-(7-(4-(2-(2,6-dioxopiperidin-3-yl)-1-oxoisoindolin-4-yl)piperidin-1-yl)heptyl)-benzamide C1(CC1)COC=1C=C(C(=O)N(CCCCCCCN2CCC(CC2)C2=C3CN(C(C3=CC=C2)=O)C2C(NC(CC2)=O)=O)C2=C(C=NC=C2Cl)Cl)C=CC1OC(F)F